FC(CC=C)F 4,4-difluoro-1-butene